O1CC(C1)CNC(=O)C=1N=NN(C1)CCCCN1N=NC(=C1)C(NCC=1C=NC=C(C1)C(F)(F)F)=O N-(oxetan-3-ylmethyl)-1-{4-[4-({[5-(trifluoromethyl)pyridin-3-yl]methyl}carbamoyl)-1H-1,2,3-triazol-1-yl]butyl}-1H-1,2,3-triazole-4-carboxamide